CC1C2(CC2C(=O)OCC)CCNC1 ethyl 4-methyl-6-azaspiro[2.5]octane-1-carboxylate